FC=1C=C(C(=NC1)O)CN1C(C2=CC=C(C=C2C=N1)S(=O)(=O)C1=CC=C(C=C1)OC)=O 2-((5-fluoro-2-hydroxypyridin-3-yl)methyl)-6-(4-methoxyphenylsulfonyl)phthalazin-1(2H)-one